BrC1=CN(C2=NC=C3C(=C21)N(C(N3)=O)C3CCC2(OCCO2)CC3)S(=O)(=O)C3=CC=CC=C3 8-Bromo-6-(phenylsulfonyl)-1-(1,4-dioxaspiro[4.5]decan-8-yl)-3,6-dihydroimidazo[4,5-d]pyrrolo[2,3-b]pyridin-2(1H)-one